CC1=NC(=CC(=N1)NC1=NN2C(C=C(C=C2)C2=CC(=NC=C2OC2CCC(CC2)O)OCC#N)=C1)C 2-[[4-[2-[(2,6-dimethylpyrimidin-4-yl)amino]pyrazolo[1,5-a]pyridin-5-yl]-5-(4-hydroxycyclohexoxy)-2-pyridyl]oxy]acetonitrile